5-Amino-1-ethyl-3-[4-[[(5-fluoro-2-methoxy-benzoyl)amino]methyl]phenyl]pyrazole-4-carboxamide NC1=C(C(=NN1CC)C1=CC=C(C=C1)CNC(C1=C(C=CC(=C1)F)OC)=O)C(=O)N